NC=1N2C(C=3N(C(N(C3N1)CC#CC1=CC=C(C=C1)F)=O)C)=NC(=N2)C=2OC=CC2 5-Amino-3-[3-(4-fluoro-phenyl)-prop-2-ynyl]-8-furan-2-yl-1-methyl-1,3-dihydro-[1,2,4]triazolo[5,1-i]purin-2-one